N-(4-fluorobenzyl)-3-(1,3-dimethyl-1H-indazol-5-yl)-2,5-dimethylpyrazolo[1,5-a]pyrimidin-7-amine FC1=CC=C(CNC2=CC(=NC=3N2N=C(C3C=3C=C2C(=NN(C2=CC3)C)C)C)C)C=C1